1-N'-(4-fluorophenyl)-1-N-[4-[7-(2-hydroxyethoxy)-6-(methylcarbamoyl)quinolin-4-yl]oxyphenyl]cyclopropane-1,1-dicarboxamide FC1=CC=C(C=C1)NC(=O)C1(CC1)C(=O)NC1=CC=C(C=C1)OC1=CC=NC2=CC(=C(C=C12)C(NC)=O)OCCO